FC1(CNCCC1C1=C(C=C(C=C1)C1C(NC(CC1)=O)=O)F)F 3-[4-(3,3-difluoropiperidin-4-yl)-3-fluorophenyl]piperidine-2,6-dione